C(C)(C)(C)OC(=O)N(CC#CC=1N(C2=CC=CC(=C2C1)N(C(OC(C)(C)C)=O)C1CCN(CC1)C)CC#N)C=1C=NC(=CC1)C(C)(C)C#N tert-butyl (2-(3-((tert-butoxy carbonyl)(6-(2-cyanopropan-2-yl)pyridin-3-yl)amino)prop-1-yn-1-yl)-1-(cyanomethyl)-1H-indol-4-yl)(1-methylpiperidin-4-yl)carbamate